methyl (2S)-2-aminobutanoate hydrochloride Cl.N[C@H](C(=O)OC)CC